IC1C2CCC(C1C)C2 2-iodo-3-(methyl)norbornane